N-(2-((6-(2,6-dichloro-3,5-dimethoxyphenyl)-8-(((1-methyl-1H-pyrazol-4-yl)methyl)amino)pyrido[3,4-d]pyrimidin-2-yl)amino)-3-methylphenyl)acrylamide ClC1=C(C(=C(C=C1OC)OC)Cl)C1=CC2=C(N=C(N=C2)NC2=C(C=CC=C2C)NC(C=C)=O)C(=N1)NCC=1C=NN(C1)C